tert-Butyl ((2-((5-((tert-butyldiphenylsilyl)oxy)-2,2-difluoropentyl)oxy)-4-methylphenyl)sulfonyl)-L-prolinate [Si](C1=CC=CC=C1)(C1=CC=CC=C1)(C(C)(C)C)OCCCC(COC1=C(C=CC(=C1)C)S(=O)(=O)N1[C@@H](CCC1)C(=O)OC(C)(C)C)(F)F